(1,3-dioxoisoindolin-2-yl)-4-methylbenzoic acid O=C1N(C(C2=CC=CC=C12)=O)C1=C(C(=O)O)C=CC(=C1)C